CC1(OB(OC1(C)C)\C=C\CC1=CC=C(C=C1)C(F)(F)F)C 4,4,5,5-tetramethyl-2-[(1E)-3-[4-(trifluoromethyl)phenyl]prop-1-en-1-yl]-1,3,2-dioxaborolane